C(#N)C1=CC=C2C=3C(C4=C(C(C3NC2=C1)(C)C)C=C(C(=C4)CC)N4CCC(CC4)NC(CCCCCCSC4=C1C(N(C(C1=CC=C4)=O)C4C(NC(CC4)=O)=O)=O)=O)=O N-(1-(3-cyano-9-ethyl-6,6-dimethyl-11-oxo-6,11-dihydro-5H-benzo[b]carbazol-8-yl)piperidin-4-yl)-7-((2-(2,6-dioxopiperidin-3-yl)-1,3-dioxoisoindolin-4-yl)thio)heptanamide